tert-Butyl 3-(3-methylfuran-2-carboxamido)azetidine-1-carboxylate CC1=C(OC=C1)C(=O)NC1CN(C1)C(=O)OC(C)(C)C